methyl 3-(N-(3-((6-amino-2-fluoro-9H-purin-9-yl)methyl)phenyl)sulfamoyl)propionate NC1=C2N=CN(C2=NC(=N1)F)CC=1C=C(C=CC1)NS(=O)(=O)CCC(=O)OC